(6S,7aR)-6-(ethylamino)hexahydro-3H-pyrrolizin-3-one C(C)N[C@@H]1CN2C(CC[C@@H]2C1)=O